2-Ethyl acetate C(C)(=O)OCC